FC(N1N=CC(=C1)C1=CC=CC(=N1)C(=O)O)F 6-(1-(difluoromethyl)-1H-pyrazol-4-yl)-2-pyridinecarboxylic acid